O1C[C@@H](CCC1)NC=1N=NC(=C2C1C=NC=C2)C2=C(C=C(C=C2)C(F)(F)F)O 2-(4-{[(3R)-oxacyclohex-3-yl]amino}pyrido[3,4-d]pyridazin-1-yl)-5-(trifluoromethyl)phenol